COC=1C=C(C=C(C1OC)C=O)C=CC 3,4-dimethoxy-5-formylphenylpropylene